BrC=1C=C(N(N1)C1COC1)C(=O)NC1=C(C=C(C=C1C(NC)=O)Cl)C 5-bromo-N-[4-chloro-2-methyl-6-(methylcarbamoyl)phenyl]-2-(oxetan-3-yl)pyrazole-3-carboxamide